The molecule is a monohydroxybenzoate that is the conjugate base of 3-hydroxy-4-methoxybenzoic acid, arising from deprotonation of the carboxy group. It is a methoxybenzoate and a monohydroxybenzoate. It is a conjugate base of a 3-hydroxy-4-methoxybenzoic acid. COC1=C(C=C(C=C1)C(=O)O)[O-]